S(C)(=O)(=O)O.C1(CCCC1)N1C2=NC=NC(=C2N=C1)N 9-cyclopentyladenine monomesylate